C(C)OC1=C(C=C(C=C1)S(=O)(=O)NC1CN(C1)CCCO)C1=NN2C(C(N1)=O)=C(N=C2CCC)C 4-ethoxy-N-(1-(3-hydroxypropyl)azetidin-3-yl)-3-(5-methyl-4-oxo-7-propyl-3,4-dihydroimidazo[5,1-f][1,2,4]triazin-2-yl)benzenesulfonamide